C(C)(C)C1=C(C=CC=C1)C1=NC(=C2N(C(N(C2=N1)CC1=CC=C(C=C1)C=1N(C=C(N1)C(F)(F)F)C)=N)C)OC 2-(2-isopropylphenyl)-6-methoxy-7-methyl-9-(4-(1-methyl-4-(trifluoromethyl)-1H-imidazol-2-yl)benzyl)-7,9-dihydro-8H-purin-8-imine